BrC=1C=NC=C(C1)C1=CC(=C(C=C1)OC)OC1CC1 3-bromo-5-(3-cyclopropoxy-4-methoxyphenyl)pyridine